C(CCCCCCCC)C=C(C(=O)[O-])OCCCCCCCCCCOC1=CC=CC=C1 Nonylphenoxydecyloxyacrylate